4-[5-(3-fluoro-4-methoxy-phenyl)-1-methyl-6-oxo-2-(piperidin-4-ylamino)-1,6-dihydro-pyrimidin-4-yl]-benzonitrile FC=1C=C(C=CC1OC)C1=C(N=C(N(C1=O)C)NC1CCNCC1)C1=CC=C(C#N)C=C1